FC(C(=O)[O-])(F)F.NC(=O)C1=CC=CC2=CN(N=C12)C1=CC=C(CN2[C@@H]3C[NH+]([C@H](C2)C3)CC3=CC=CC=C3)C=C1 (1S,4S)-5-{4-[7-(aminocarbonyl)-2H-indazol-2-yl]benzyl}-2-benzyl-5-aza-2-azonia-bicyclo[2.2.1]heptane trifluoroacetate